trans-Benzyl 3-((tert-butoxycarbonyl)(methyl)amino)-4-fluoropyrrolidine-1-carboxylate C(C)(C)(C)OC(=O)N([C@@H]1CN(C[C@H]1F)C(=O)OCC1=CC=CC=C1)C